2-chloro-N-(2-(6-(dimethylamino)pyridin-3-yl)benzyl)-9-isopropyl-9H-purin-6-amine ClC1=NC(=C2N=CN(C2=N1)C(C)C)NCC1=C(C=CC=C1)C=1C=NC(=CC1)N(C)C